1,3,5-tris(triethoxysilylmethyl)-hexahydro-1,3,5-triazine C(C)O[Si](OCC)(OCC)CN1CN(CN(C1)C[Si](OCC)(OCC)OCC)C[Si](OCC)(OCC)OCC